6-chloro-N-{3-[2-(4-chloro-3-fluorophenoxy)acetamido]bicyclo[1.1.1]pent-1-yl}-4-(2-hydroxyethyl)-3,4-dihydro-2H-1,4-benzoxazine-2-carboxamide ClC=1C=CC2=C(N(CC(O2)C(=O)NC23CC(C2)(C3)NC(COC3=CC(=C(C=C3)Cl)F)=O)CCO)C1